C(C1=CC=CC=C1)C1=C(SC=C1)C(=O)N benzylthiophen-2-carboxamide